(S)-4-(1-((1-(4-fluorobenzyl)-2,6-dioxo-1,2,3,6-tetrahydropyrimidine-4-yl)amino)ethyl)benzonitrile FC1=CC=C(CN2C(NC(=CC2=O)N[C@@H](C)C2=CC=C(C#N)C=C2)=O)C=C1